5-((S*)-1-(((R)-tert-butylsulfinyl)amino)ethyl)-N-hydroxythiophene-3-carboximidamide C(C)(C)(C)[S@@](=O)N[C@@H](C)C1=CC(=CS1)C(NO)=N |o1:7|